N'-(4-(3-((4-bromo-2-fluorobenzyl)oxy)oxetan-3-yl)-2-chloro-5-methylphenyl)-N-ethyl-N-methylformimidamide BrC1=CC(=C(COC2(COC2)C2=CC(=C(C=C2C)N=CN(C)CC)Cl)C=C1)F